OC1(CCC(CC1)N1CCC2N(CCC21)C(CNC(=O)C=2C=C(C(=O)O)C=CC2)=O)C2=NC=C(C=C2)C2=NC=CC=N2 3-{[2-(4-{4-hydroxy-4-[5-(pyrimidin-2-yl)pyridin-2-yl]cyclohexyl}-octahydropyrrolo[3,2-b]pyrrol-1-yl)-2-oxoethyl]carbamoyl}benzoic acid